N1=C(C=CC2=CC=CC=C12)C(=O)NC(C(=O)N)CC(=O)N 2-(quinoline-2-carbonylamino)butanediamide